CC(C(C)OC(C(=C)C)=O)C methacrylic acid-(3-methylbut-2-yl)ester